OC1=C(C=CC=C1)C1=CC2=C(N=N1)NC1=C2[C@H](N(CC1)C1CCN(CC1)C1CCC(CC1)CN1CCN(CC1)C(=O)OC(C)(C)C)C Tert-butyl 4-(((1S,4s)-4-(4-((R)-3-(2-hydroxyphenyl)-5-methyl-7,8-dihydro-5H-pyrido[3',4':4,5]pyrrolo[2,3-c]pyridazin-6(9H)-yl)piperidin-1-yl)cyclohexyl)methyl)piperazine-1-carboxylate